OCCCN1C(C(NC2=CC(=CC=C12)C)=O)=O (3-hydroxypropyl)-6-methyl-1,4-dihydroquinoxaline-2,3-dione